CS(=O)(=O)C Dimethyl sulfone